CC1C2C(C(CC1C(=O)NC1CCC(CC1)NC1=CC(=NC3=CC=C(C=C13)Cl)C(F)(F)F)C2)(C)C 2,6,6-trimethyl-N-[(1s,4s)-4-{[6-chloro-2-(trifluoromethyl)quinolin-4-yl]amino}cyclohexyl]bicyclo[3.1.1]heptane-3-carboxamide